Tetradecyl acrylate C(C=C)(=O)OCCCCCCCCCCCCCC